1-isocyanato-3-methyl-benzene N(=C=O)C1=CC(=CC=C1)C